C[C@@H]1CCN2N=CC(C3=NN(C=4C=CC(O[C@@H](CCO1)C)=CC34)C3OCCCC3)=C2 (8R,12R)-8,12-dimethyl-18-(oxan-2-yl)-9,13-dioxa-4,5,18,19-tetraazatetracyclo[12.5.2.12,5.017,20]docosa-1(19),2(22),3,14(21),15,17(20)-hexaene